Cl.Cl.C1(=CC=CC=2CCCCC12)C1=CC2=C(NC(=N2)CCN)C=C1 2-(5-(5,6,7,8-tetrahydronaphthalen-1-yl)-1H-benzo[d]imidazol-2-yl)ethan-1-amine dihydrochloride